C(C)(C)(C)C1(N(CCC2(C1)COC1=CC=NC(NS(C=3C=CC=C(C(NC2)=O)C3)(=O)=O)=N1)C(=O)[O-])C1=C(C=CC=C1C)C tert-butyl-(2,6-dimethylphenyl)-2,2,14-trioxo-spiro[9-oxa-2λ6-thia-3,5,13,20-tetrazatricyclo[13.3.1.14,8]icosa-1(19),4(20),5,7,15,17-hexaene-11,4'-piperidine]-1'-carboxylate